C(CCC)OCCOCCCC ethylene glycol din-butyl ether